(1S,3S)-3-(4-bromo-1H-pyrazol-1-yl)-1-methylcyclobutanol BrC=1C=NN(C1)C1CC(C1)(O)C